2-amino-4-chloro-8-(2-(4-phenylpiperazin-1-yl)ethyl)pteridin-7(8H)-one NC1=NC=2N(C(C=NC2C(=N1)Cl)=O)CCN1CCN(CC1)C1=CC=CC=C1